3-(1-(4-(4-((tert-butyldimethylsilyloxy)methyl)piperidine-1-yl)phenyl)ureido)propanoic acid ethyl ester C(C)OC(CCN(C(=O)N)C1=CC=C(C=C1)N1CCC(CC1)CO[Si](C)(C)C(C)(C)C)=O